2-(4-methoxyphenyl)-6,13a-dimethyl-3a,6,7,10,11,12,13,13a-octahydro-9H-[1,3]dioxolo[4,5-f][1]oxacyclododecin-9-one COC1=CC=C(C=C1)C1OC2(C(C=CC(COC(CCCC2)=O)C)O1)C